bis-aminomethyldithiazole NCC1=C(NSS1)CN